1,4-Diaza-bicyclo-(2.2.2)-octan N12CCN(CC1)CC2